FCCOC1=CC=C(C=C1)C1=NC(=NC=C1)N1CCC(CC1)C(=O)NC1(CCN2CCC1CC2)C 1-(4-(4-(2-fluoroethoxy)phenyl)pyrimidin-2-yl)-N-(4-methyl-1-azabicyclo[3.2.2]non-4-yl)piperidine-4-carboxamide